COC1=CC=C(C=C1)COC1=NOC(=C1)C(=O)N[C@H]1C[C@H](CCC1)NC1=CC(=NC2=CC=CC=C12)C(F)(F)F 3-[(4-methoxyphenyl)methoxy]-N-[(1R,3S)-3-{[2-(trifluoromethyl)quinolin-4-yl]amino}cyclohexyl]-1,2-oxazole-5-carboxamide